(E)-1-(1,3-Dithian-2-yl)-2-phenyl-3-(4-(trifluoromethyl)phenyl)prop-2-en-1-one S1C(SCCC1)C(\C(=C\C1=CC=C(C=C1)C(F)(F)F)\C1=CC=CC=C1)=O